bis((3-bromo-5-tert-butylbenzyl)methylquinolinyl)methylamine BrC=1C=C(CC2=C(C(=NC3=CC=CC=C23)C(C2=NC3=CC=CC=C3C(=C2C)CC2=CC(=CC(=C2)C(C)(C)C)Br)N)C)C=C(C1)C(C)(C)C